C(C)(C)(C)OC(=O)N1CC2(CC2)C(C1CC1=CC(=CC=C1)Br)S(=O)(=O)C 6-(3-bromobenzyl)-7-(methylsulfonyl)-5-azaspiro[2.4]heptane-5-carboxylic acid tert-butyl ester